FC1=CC=C(C=C1)N1C(=NC2=C1C=NC=C2)C2=CC1=C(NC=N1)C=C2 5-[3-(4-Fluorophenyl)-3H-imidazo[4,5-c]pyridin-2-yl]-1H-1,3-benzodiazole